3-(8-Cyanoquinoxalin-5-yl)-5-(trifluoromethyl)-3-azabicyclo[3.1.0]hexane-1-carboxylic acid ethyl ester C(C)OC(=O)C12CN(CC2(C1)C(F)(F)F)C1=C2N=CC=NC2=C(C=C1)C#N